(1,2-cyclohexane-diamine) platinum [Pt].C1(C(CCCC1)N)N